CC1(CNCC1)C1=CC=CC=C1 3-methyl-3-phenyl-pyrrolidine